tert-butyl (3-(benzyloxy)cyclobutyl)(cyclopropyl)carbamate C(C1=CC=CC=C1)OC1CC(C1)N(C(OC(C)(C)C)=O)C1CC1